5-isopropyl-thieno[3,2-b]pyridine-7-carbonitrile C(C)(C)C1=CC(=C2C(=N1)C=CS2)C#N